NCCCCN(C1=C2CN(C(C2=CC=C1)=O)C1C(NC(CC1)=O)=O)C1CCC(CC1)N 3-(4-((4-aminobutyl)((1s,4s)-4-aminocyclohexyl)amino)-1-oxoisoindolin-2-yl)piperidine-2,6-dione